3,5-dimethyl-1-(p-tert-butylphenyl)-1H-pyrazole CC1=NN(C(=C1)C)C1=CC=C(C=C1)C(C)(C)C